C(C)OC(=O)C=1C=NN2C1N=CC=C2 Pyrazolo[1,5-a]Pyrimidine-3-carboxylic acid ethyl ester